C(C)(C)(C)OC(=O)N1CCC(CC1)C1=CC(=C(C=C1)C)OC(F)(F)[BrH+] 4-(3-(Bromoniodifluoromethoxy)-4-methylphenyl)piperidine-1-carboxylic acid tert-butyl ester